ClC1=C(C=CC=C1)C(C[Se]C1=CC=CC=C1)N1S(C2=C(C1=O)C=CC=C2)(=O)=O 2-(1-(2-chlorophenyl)-2-(phenylselanyl)ethyl)benzo[d]isothiazol-3(2H)-one 1,1-dioxide